C(CCCCCCCCCCCCCCCCC)OC(CCCCCCC)=O StearylCaprylate